CC(CCC(CC(=S)N1CCN(CC1)C(=O)OC(C)(C)C)=O)C tert-butyl 4-(6-methyl-3-oxo-heptanethioyl)piperazine-1-carboxylate